1,3-Dibromo-2,5-dichlorobenzene BrC1=C(C(=CC(=C1)Cl)Br)Cl